2,6-dibenzyloxy-3-[4-[4-(2,2-dimethoxyethyl)-1-piperidyl]-2-fluorophenyl]pyridine C(C1=CC=CC=C1)OC1=NC(=CC=C1C1=C(C=C(C=C1)N1CCC(CC1)CC(OC)OC)F)OCC1=CC=CC=C1